(1R,2R)-2-(2-chloro-4-((4-fluoro-1H-imidazol-1-yl)methyl)phenyl)cyclopropane-1-carboxylic acid ClC1=C(C=CC(=C1)CN1C=NC(=C1)F)[C@H]1[C@@H](C1)C(=O)O